OC(CCN(C(OC(C)(C)C)=O)C)C1=CC=CC=C1 tert-butyl (3-hydroxy-3-phenylpropyl)(methyl)carbamate